[N+](=O)([O-])C1=CC=C(CNC2=CC=C(C=C2)NC(CCCCCCC)=O)C=C1 N-(4-((4-nitrobenzyl)amino)phenyl)octanamide